CC1(NC(OC1)=O)C 4,4-dimethyl-oxazol-2-one